carboxyethylisothiuronium C(=O)(O)CCNC(S)=[NH2+]